[2-[[5-[(3-chloro-4-methoxy-benzoyl)amino]-2-[(4-methoxyphenyl)-methyl]pyrazole-3-carbonyl]amino]-5-(4-methylpiperazin-1-yl)phenyl] carbamate C(N)(OC1=C(C=CC(=C1)N1CCN(CC1)C)NC(=O)C=1N(N=C(C1)NC(C1=CC(=C(C=C1)OC)Cl)=O)CC1=CC=C(C=C1)OC)=O